ClC1=NC(=C2N=CN(C2=N1)[C@H]1[C@@H]([C@@H]([C@@]2(C[C@H]12)C(F)F)O)O)NCC (1S,2R,3S,4R,5S)-4-(2-chloro-6-(ethylamino)-9H-purin-9-yl)-1-(difluoromethyl)bicyclo[3.1.0]hexane-2,3-diol